ClC1=CC=C(OC=2C=C(CN3C4=C(OC(C3=O)(C)C)C=CC(=C4)C(=O)NO)C=CC2)C=C1 4-(3-(4-chlorophenoxy)benzyl)-N-hydroxy-2,2-dimethyl-3-oxo-3,4-dihydro-2H-benzo[b][1,4]oxazine-6-carboxamide